C1(=CC=CC2=CC=CC=C12)C[C@@H](C(=O)N[C@@H](CC(C)C)C(=O)N[C@@H](C(C)C)C(=O)O)NC(CCCCCCCCCCCCCCCCC)=O ((S)-3-(naphthalene-1-yl)-2-stearamidopropanoyl)-leucyl-valine